COC1=CC=C2C=NN(C2=C1N)C 6-methoxy-1-methylindazol-7-amine